BrC=1C(=CC=C2C(=CNC12)C1=NC(=NC=C1C(F)(F)F)N[C@@H]1C[C@H](CCC1)NC([O-])=O)C#N trans-(3-((4-(7-Bromo-6-cyano-1H-indol-3-yl)-5-(trifluoromethyl)pyrimidin-2-yl)amino)cyclohexyl)carbamate